C(C)(C)(C)OC(NC/C(=C\F)/CO)=O ((E)-3-fluoro-2-hydroxymethyl-allyl)-carbamic acid tert-butyl ester